ClC1=C(C(=CC=C1)F)N1C(SC2=C(C1=O)C=NC(=N2)NC2=CC(=C(C=C2)N2CCC(CC2)N(C)C)OC)C 3-(2-Chloro-6-fluorophenyl)-7-((4-(4-(dimethylamino)piperidin-1-yl)-3-methoxyphenyl)amino)-2-methyl-2,3-dihydro-4H-pyrimido[5,4-e][1,3]thiazin-4-one